ClC=1N=C(N=NC1C=O)N1CC(CCC1)N1C(N(CC1)C1CCC1)=O 5-Chloro-3-(3-(3-cyclobutyl-2-oxoimidazolin-1-yl)piperidin-1-yl)-1,2,4-triazine-6-Formaldehyde